4-((1R,5S)-3,8-diazabicyclo[3.2.1]octan-3-yl)-7-(8-bromonaphthalen-1-yl)-8-fluoro-2-((tetrahydro-1H-pyrrolizin-7a(5H)-yl)methoxy)pyrido[4,3-d]pyrimidine [C@H]12CN(C[C@H](CC1)N2)C=2C1=C(N=C(N2)OCC23CCCN3CCC2)C(=C(N=C1)C1=CC=CC2=CC=CC(=C12)Br)F